NC1=CC(=NC2=CC=C(C=C12)NC(=O)C1=CC2=C(N=C(S2)C2=CC(=C(C(=C2)OC)OC)OC)C=C1)C N-(4-amino-2-methylquinolin-6-yl)-2-(3,4,5-trimethoxyphenyl)benzo[d]thiazole-6-carboxamide